CC(=CCCOC1=CC=C(C=C1)CCC(C)=O)CCC1=CC=CC=C1 4-(4-((4-methyl-6-phenylhex-3-en-1-yl)oxy)phenyl)butan-2-one